NC1=NC=CC=C1C1=NC=2C(=NC(=CC2)C(C)C)N1C1=CC=C(C(=O)OC)C=C1 methyl 4-(2-(2-aminopyridin-3-yl)-5-isopropyl-3H-imidazo[4,5-b]pyridin-3-yl)benzoate